C(C)(C)(C)OC(=O)N1CCC(CC1)CCOCC1CCN(CC1)C(C1=CC(=C(C=C1)Cl)N1C(NC(CC1)=C=O)=C=O)=O 4-(2-((1-(4-chloro-3-(2,4-dicarbonyltetrahydropyrimidin-1(2H)-yl)benzoyl)piperidin-4-yl)methoxy)ethyl)piperidine-1-carboxylic acid tert-butyl ester